(S)-2-((tert-Butoxycarbonyl)amino)-3-(3-vinylphenyl)propanoic acid ethyl ester C(C)OC([C@H](CC1=CC(=CC=C1)C=C)NC(=O)OC(C)(C)C)=O